NC1=NC2=CC(=CC=C2C(=C1Br)C)C=1C=NN(C1C1=C(C#N)C(=CC(=C1F)Cl)OC1CC1)C 2-(4-(2-amino-3-bromo-4-methylquinolin-7-yl)-1-methyl-1H-pyrazol-5-yl)-4-chloro-6-cyclopropyloxy-3-fluorobenzonitrile